2-ethoxy-1-(4-(methylsulfonyl)morpholin-2-yl)prop-2-en-1-one C(C)OC(C(=O)C1CN(CCO1)S(=O)(=O)C)=C